The molecule is a phenothiazine deriative in which the phenothiazine tricycle has a 3-(dimethylaminopropyl) group at the N-10 position. It has a role as a dopaminergic antagonist, a H1-receptor antagonist, a muscarinic antagonist, a serotonergic antagonist, a phenothiazine antipsychotic drug, an antiemetic and an EC 3.4.21.26 (prolyl oligopeptidase) inhibitor. It is a member of phenothiazines and a tertiary amine. CN(C)CCCN1C2=CC=CC=C2SC3=CC=CC=C31